1-[(3,4-Dichlorophenyl)methyl]-N-[4-(2-hydroxyethyl)phenyl]-5-methyl-1H-1,2,3-triazole-4-carboxamide ClC=1C=C(C=CC1Cl)CN1N=NC(=C1C)C(=O)NC1=CC=C(C=C1)CCO